1-(5-(5-chloro-2-methoxypyridin-4-yl)-1H-pyrazole-3-carbonyl)-N-(1-(2,2,2-trifluoroethyl)-1H-pyrazol-4-yl)piperidine-4-carboxamide ClC=1C(=CC(=NC1)OC)C1=CC(=NN1)C(=O)N1CCC(CC1)C(=O)NC=1C=NN(C1)CC(F)(F)F